O1-tert-butyl O2-methyl (2S)-4-[[1-(benzyloxycarbonylamino)cyclopropyl]-hydroxy-methyl]-5-oxo-pyrrolidine-1,2-dicarboxylate C(C1=CC=CC=C1)OC(=O)NC1(CC1)C(C1C[C@H](N(C1=O)C(=O)OC(C)(C)C)C(=O)OC)O